CC1=C(C(=O)OC2=NC3=C(N2CCN2C(=NC4=C2C=CC(=C4OC)C(N)=O)OC(C4=C(C(=CC=C4)Br)C)=O)C=CC(=C3OC)C(N)=O)C=CC=C1Br 6'-(ethane-1,2-diylbis(5-carbamoyl-4-methoxy-1H-benzo[d]imidazole-1,2-diyl)) bis(methyl 3-bromobenzoate)